4-{N-[(2-chloroquinolin-7-yl)methyl]cyclopropaneamido}-1-methyl-1H-pyrazole-3-carboxamide ClC1=NC2=CC(=CC=C2C=C1)CN(C(=O)C1CC1)C=1C(=NN(C1)C)C(=O)N